C(C)OC(C(C=C(C=1SC(=CC1)C)O)=O)=O 4-hydroxy-4-(5-methylthiophene-2-yl)-2-oxobut-3-enoic acid ethyl ester